C(N)(OC(C1=CC=C(C=C1)C1=NNC(C2=CC=CC=C12)=O)C(C)(C)C)=O (tert-butyl 4-(4-oxo-3,4-dihydro-phthalazin-1-yl) benzyl) carbamate